CN([C@@H]1CC[C@H](CC1)NC1=NC2=CC=C(C=C2C=N1)C=1C(=C(C=CC1F)NS(=O)(=O)C=1C=NC=C(C1)F)F)C trans-N-(3-(2-((4-(dimethylamino)cyclohexyl)amino)quinazolin-6-yl)-2,4-difluorophenyl)-5-fluoropyridine-3-sulfonamide